(S)-2-((4-(6-((4-cyano-2,3-dihydrobenzofuran-7-yl)methoxy)pyridin-2-yl)-5,6-Dihydro-1,2,4-triazin-1(4H)-yl)methyl)-4-fluoro-1-(oxetan-2-ylmethyl)-1H-benzo[d]Imidazole-6-carboxylic acid C(#N)C1=CC=C(C2=C1CCO2)COC2=CC=CC(=N2)N2C=NN(CC2)CC2=NC1=C(N2C[C@H]2OCC2)C=C(C=C1F)C(=O)O